3-cyclopropyl-5-[2-(trifluoromethyl)pyridin-4-yl]-8-fluoro-N-[6-(4-isopropyl-4H-1,2,4-triazol-3-yl)pyridin-2-yl]-5,6-dihydro-4H-benzo[f]imidazo[1,5-a][1,4]diazepine-9-carboxamide C1(CC1)C=1N=CN2C1CN(CC1=C2C=C(C(=C1)F)C(=O)NC1=NC(=CC=C1)C1=NN=CN1C(C)C)C1=CC(=NC=C1)C(F)(F)F